C12N(C3CC(CC(C1)C3)C2)C=2C3=C(N=C(N2)OC[C@]21CCCN1C[C@@H](C2)F)C(=C(N=C3)C3=CC(=CC2=CC=C(C(=C32)C#C)F)O)F 4-[4-(2-azatricyclo[3.3.1.13,7]decan-2-yl)-8-fluoro-2-{[(2R,7aS)-2-fluorotetrahydro-1H-pyrrolizin-7a(5H)-yl]methoxy}pyrido[4,3-d]pyrimidin-7-yl]-5-ethynyl-6-fluoronaphthalen-2-ol